Cl.O=C1NC(CCC1NC1=CC(=C(C=C1F)N1CCC(CC1)(O)CC(=O)O)F)=O 2-[1-[4-[(2,6-dioxo-3-piperidinyl)amino]-2,5-difluoro-phenyl]-4-hydroxy-4-piperidinyl]acetic acid HCl salt